2-(aminomethyl)-6-methylpyrimidine NCC1=NC(=CC=N1)C